N-(4-fluoro-3-methylphenyl)-1,2,4-trimethyl-5-(2-oxo-2-((2-thiomorpholinoethyl)amino)acetyl)-1H-pyrrole-3-carboxamide FC1=C(C=C(C=C1)NC(=O)C1=C(N(C(=C1C)C(C(NCCN1CCSCC1)=O)=O)C)C)C